Cl.ClC1=C(C=C(C=C1)N1N=NC(=C1)C12CC(C1)(C2)N)F 3-(1-(4-chloro-3-fluorophenyl)-1H-1,2,3-triazol-4-yl)bicyclo[1.1.1]Pentane-1-amine HCl salt